3-bromopyridine-2,5-dicarboxylic acid BrC=1C(=NC=C(C1)C(=O)O)C(=O)O